tetramethyl-tetrapropyl-cyclotetrasiloxanemethacrylic acid CC=C(C(=O)O)C[Si]1(O[Si](O[Si](O[Si](O1)(CCC)CCC)(C)C)(CCC)CCC)C